2-(methylsulfonamido)thiazol CS(=O)(=O)NC=1SC=CN1